N[C@@H]1CC[C@H](CC1)C1(OC2=C(O1)C(=CC(=C2C)C(=O)NCC=2C(NC(=CC2C)C)=O)Cl)C 2-(trans-4-aminocyclohexyl)-7-chloro-N-[(4,6-dimethyl-2-oxo-1,2-dihydropyridin-3-yl)methyl]-2,4-dimethyl-1,3-benzodioxol-5-carboxamide